4-(4-methoxyphenyl)-5H-pyrido[3,2-b]indole COC1=CC=C(C=C1)C1=CC=NC2=C1NC=1C=CC=CC21